(3S,4R)-4-((S)-5H-imidazo[5,1-a]isoindol-5-yl)tetrahydrofuran-3-ol C=1N=CN2C1C1=CC=CC=C1[C@@H]2[C@H]2[C@@H](COC2)O